((2S,3R,4R)-2-cyclopropyl-3-methyl-4-(phenylamino)-3,4-dihydroquinolin-1(2H)-yl)propan-1-one C1(CC1)[C@@H]1N(C2=CC=CC=C2[C@@H]([C@H]1C)NC1=CC=CC=C1)C(CC)=O